ethyl 2-(8-isopropyl-2-methyl-5-oxothieno[3',2':4,5]pyrrolo[1,2-d][1,2,4]triazin-6(5H)-yl)acetate C(C)(C)C1=NN(C(C=2N1C1=C(C2)C=C(S1)C)=O)CC(=O)OCC